N[C@]1([C@@H]2N(C=C(CO2)CSC2=NN=NN2)C1=O)OC 7β-amino-7α-methoxy-3-(5-tetrazolyl)thiomethyl-1-oxa-3-cephem